(R)-N-(5-((6-(3-(3'-fluoro-[1,1'-biphenyl]-3-yl)isoxazolidin-2-yl)pyrimidin-4-yl)amino)-4-methoxy-2-(4-(methylsulfonyl)piperazin-1-yl)phenyl)acrylamide FC=1C=C(C=CC1)C1=CC(=CC=C1)[C@@H]1N(OCC1)C1=CC(=NC=N1)NC=1C(=CC(=C(C1)NC(C=C)=O)N1CCN(CC1)S(=O)(=O)C)OC